Br.[2H]C1CC2(CNC2)C1 6-deutero-2-azaspiro[3.3]heptane hydrobromide